C(#N)C=1C(=NC(=CC1)NN)NC(OC(C)(C)C)=O tert-Butyl (3-cyano-6-hydrazinylpyridin-2-yl)carbamate